FC1=C(C=C(C(=C1)C)C=1C=NC2=CC(=NC=C2C1)NC)NC(C1=CC(=NC=C1)C(C)(C)F)=O N-(2-fluoro-4-methyl-5-(7-(methylamino)-1,6-naphthyridin-3-yl)phenyl)-2-(2-fluoropropan-2-yl)isonicotinamide